O1S(CC2=C1C=CC=C2)(=O)=O benzooxathiol dioxide